C(#N)C1=CC=C(C(=O)N2CC3(C2)CC(C3)NC(=O)NCC3=CC=C(C=C3)OC)C=C1 1-(2-(4-cyanobenzoyl)-2-azaspiro[3.3]hept-6-yl)-3-(4-methoxybenzyl)urea